tetrakis(dimethylamino)titanium (IV) CN(C)[Ti](N(C)C)(N(C)C)N(C)C